FC=1C=C2C=C(C(=NC2=CC1)N1CCCC1)C(=O)NC1=CC(=NC=C1)S(N)(=O)=O 6-fluoro-2-(pyrrolidin-1-yl)-N-(2-sulfamoylpyridin-4-yl)quinoline-3-carboxamide